Nonacosanol C(CCCCCCCCCCCCCCCCCCCCCCCCCCCC)O